3-(5-hydroxy-1H-indol-3-yl)propyl (3-((4-aminobutyl)amino)propyl)carbamate NCCCCNCCCNC(OCCCC1=CNC2=CC=C(C=C12)O)=O